bis[2-(succinimidocarbonyloxy) ethyl] sulfone C1(CCC(N1C(=O)OCCS(=O)(=O)CCOC(=O)N1C(CCC1=O)=O)=O)=O